N-methyl-6-(4-nitrophenoxy)-8,9-dihydroimidazo[1',2':1,6]pyrido[2,3-d]pyrimidin-2-amine CNC=1N=CC2=C(N1)N1C(C(=C2)OC2=CC=C(C=C2)[N+](=O)[O-])=NCC1